(R)-4-(5-(5-fluoro-2-methoxypyridin-4-yl)-1H-pyrazole-3-carbonyl)-N-((4-hydroxy-bicyclo[2.2.1]heptan-1-yl)methyl)-4-azaspiro[2.5]octane-7-carboxamide FC=1C(=CC(=NC1)OC)C1=CC(=NN1)C(=O)N1C2(CC2)C[C@@H](CC1)C(=O)NCC12CCC(CC1)(C2)O